4-bromobenzeneacetophenone oxime BrC1=CC=C(C=C1)CC(C1=CC=CC=C1)=NO